C(C)(=O)OCCCCl 3-chloropropyl acetate